CC=1SC(=C(N1)C)CN1C(N(C2=C1C=CC(=C2)S(=O)(=O)NC2(CC2)C)C=2SC(=NN2)C)=O 1-[(2,4-dimethylthiazol-5-yl)methyl]-N-(1-methylcyclopropyl)-3-(5-methyl-1,3,4-thiadiazol-2-yl)-2-oxo-benzoimidazole-5-sulfonamide